NC1=CC(=C(C=C1OC1=C(C=CC=C1)OC)NC(OCCCC)=O)F butyl N-[4-amino-2-fluoro-5-(2-methoxyphenoxy)phenyl]-carbamate